C(C)(C)(C)C=1C=C(C=CC1O)C(C(C1=CC(=C(C=C1)O)C(C)(C)C)C1=CC(=C(C=C1)O)C(C)(C)C)C1=CC(=C(C=C1)O)C(C)(C)C 1,1,2,2-tetrakis(3-t-butyl-4-hydroxyphenyl)ethane